2,2,2-trichloro-1-(1-methyl-4-nitro-1H-pyrrol-2-yl)ethan-1-one ClC(C(=O)C=1N(C=C(C1)[N+](=O)[O-])C)(Cl)Cl